2-(4-((3,3-dimethyltetrahydro-2H-pyran-4-yl)amino)pyrido[3,4-d]pyridazin-1-yl)phenol CC1(COCCC1NC=1N=NC(=C2C1C=NC=C2)C2=C(C=CC=C2)O)C